COCCN(C=1N=C(C=2N=C(N=C(C2N1)N1CC(N(CC1)C)=O)N(CCN(C(C)=O)C)CCO)N1CCC(CC1)OC)CCOC N-(2-((6-(bis(2-methoxyethyl)amino)-8-(4-methoxypiperidin-1-yl)-4-(4-methyl-3-oxopiperazin-1-yl)pyrimido[5,4-d]pyrimidin-2-yl)(2-hydroxyethyl)amino)ethyl)-N-methylacetamide